palladium (II) 6-phenyl-2,2'-bipyridine C1(=CC=CC=C1)C1=CC=CC(=N1)C1=NC=CC=C1.[Pd+2]